FC1=CC=C(C=C1C1=CC(=C(C=C1)OC)C(N[C@H]1[C@@H]2CCC[C@@H]2[C@H]1C(NC1=CC(=C(C=C1)F)C(F)(F)F)=O)=O)C(=O)O 6-fluoro-3'-(((1S,5R,6S,7R)-7-((4-fluoro-3-(trifluoromethyl)phenyl)carbamoyl)bicyclo[3.2.0]heptan-6-yl)carbamoyl)-4'-methoxy-[1,1'-biphenyl]-3-carboxylic acid